FC=1C=CC2=C(NC(=NS2(=O)=O)NCC2=NC=CC=C2F)C1[C@@H](CC)C1=C(C=CC=C1)F (S)-6-fluoro-5-(1-(2-fluorophenyl)propyl)-3-(((3-fluoropyridin-2-yl)methyl)amino)-4H-benzo[e][1,2,4]thiadiazine 1,1-dioxide